3-(3-(4-chloro-3-trifluoromethylphenyl)ureido)-N-(2-hydroxyethyl)-2,3,4,9-tetrahydro-1H-carbazole-7-carboxamide ClC1=C(C=C(C=C1)NC(NC1CCC=2NC3=CC(=CC=C3C2C1)C(=O)NCCO)=O)C(F)(F)F